The molecule is a nucleoside analogue in which adenosine has been modified by substitution at the 6-amino nitrogen by a Delta(2)-isopentenyl group. It has a role as an antineoplastic agent, a plant growth regulator and a plant metabolite. It is a nucleoside analogue and a N-ribosyl-N(6)-isopentenyladenine. It derives from an adenosine. CC(=CCNC1=C2C(=NC=N1)N(C=N2)[C@H]3[C@@H]([C@@H]([C@H](O3)CO)O)O)C